NC1=C2N=C(N(C2=NC=N1)CCS(=O)(=O)NC(C)(C)C)SC1=CC2=C(OCO2)C=C1C=1SC=CN1 2-(6-amino-8-((6-(thiazol-2-yl)benzo[d][1,3]dioxol-5-yl)thio)-9H-purin-9-yl)-N-(tert-butyl)ethanesulfonamide